C(C)(C)(C)OC(=O)N1CCC(CC1)C=O 4-Formyl-piperidine-1-carboxylic acid tert-butyl ester